(R)-6-bromo-8-(1-methoxyethyl)imidazo[1,2-a]pyridine-2-carboxylic acid BrC=1C=C(C=2N(C1)C=C(N2)C(=O)O)[C@@H](C)OC